4-[2-[4-[5-isopropyl-1-[6-(trifluoromethoxy)-3-pyridyl]pyrazol-3-yl]piperazin-1-yl]ethyl]-1,4-oxazepane C(C)(C)C1=CC(=NN1C=1C=NC(=CC1)OC(F)(F)F)N1CCN(CC1)CCN1CCOCCC1